6-(4-cyanophenyl)-N-(1-hydroxy-prop-2-yl)-3-oxo-2-(pyridin-3-yl)-2,3-dihydropyridazine-4-carboxamide C(#N)C1=CC=C(C=C1)C=1C=C(C(N(N1)C=1C=NC=CC1)=O)C(=O)NC(CO)C